C(C(=CCCCCCCC=C(C(=O)N)C)C)(=O)N hexamethylenebis(methacrylamide)